CC1=C2N(CCN(C2=CC=C1)C=1C(N2CCOCCOC=3N=CC=C(NC4=NC=C(C1)C2=N4)C3)=O)C(C=C)=O 16-(5-methyl-4-prop-2-enoyl-2,3-dihydroquinoxalin-1-yl)-8,11-dioxa-2,6,14,20,21-pentazatetracyclo[12.6.2.13,7.018,22]tricosa-1(20),3,5,7(23),16,18,21-heptaen-15-one